6-benzyl-4-[[5-(2,4-difluoro-3-hydroxy-phenyl)-1,3,4-thiadiazol-2-yl]methyl]-4,6-diazaspiro[2.4]heptane-5,7-dione C(C1=CC=CC=C1)N1C(N(C2(CC2)C1=O)CC=1SC(=NN1)C1=C(C(=C(C=C1)F)O)F)=O